OC(=O)C(F)(F)F.N1CCC(CC1)C1=CC=C(NC2C(NC(CC2)=O)=O)C=C1 3-[4-(4-piperidinyl)anilino]Piperidine-2,6-dione TFA salt